C[SiH](C)[Ti](C)(C)N(C(C)(C)C)C1C=C(C2=CC=CC=C12)C=1NC=CC1 dimethylsilyl-(3-pyrrolylindenyl-t-butylamino)dimethyl-titanium